C(C1=CC=CC=C1)C1=C(SC=2N3C([C@@H](OCC21)C)=NN=C3C)C#CC3=CC=C(C=N3)CCCC#CC3=C2CN(C(C2=CC=C3)=O)C3C(NC(CC3)=O)=O 3-(4-(5-(6-(((S)-3-benzyl-6,9-dimethyl-4H,6H-thieno[2,3-e][1,2,4]triazolo[3,4-c][1,4]oxazepin-2-yl)ethynyl)pyridin-3-yl)pent-1-yn-1-yl)-1-oxoisoindolin-2-yl)piperidine-2,6-dione